5-[[2,4-dichloro-5-(2-pyridyl)benzoyl]amino]-N-[3-[4-(2-hydroxyethyl)phenyl]propyl]-1-phenyl-pyrazole-3-carboxamide ClC1=C(C(=O)NC2=CC(=NN2C2=CC=CC=C2)C(=O)NCCCC2=CC=C(C=C2)CCO)C=C(C(=C1)Cl)C1=NC=CC=C1